4-bromotetrahydro-2H-pyran BrC1CCOCC1